tert-butyl 6-(3-(2,6-dichloro-3,5-dimethoxyphenyl)-7-(methylamino)-2-oxo-3,4-dihydropyrimido[4,5-d]pyrimidin-1(2H)-yl)-2-azaspiro[3.3]heptane-2-carboxylate ClC1=C(C(=C(C=C1OC)OC)Cl)N1C(N(C2=NC(=NC=C2C1)NC)C1CC2(CN(C2)C(=O)OC(C)(C)C)C1)=O